tert-butyl (S)-7-(4-fluorobenzyl)-2-isobutyl-2,3-dihydro-1H-pyrido[2,3-b][1,4]oxazine-1-carboxylate FC1=CC=C(CC2=CC3=C(OC[C@@H](N3C(=O)OC(C)(C)C)CC(C)C)N=C2)C=C1